C(C)C=1C(=C(C(=O)O)C(=CC1SC)N1N=CC=C1)C.C(C(CCCCO)O)O 1,2,6-hexanetriol ethyl-2-methyl-4-(methylthio)-6-(1H-pyrazol-1-yl)benzoate